C(C(C)=C)OS(=O)(=O)[O-] methallyl-sulfate